2-(furan-2-yl)-4-oxo-4-(thiophen-2-yl)butyronitrile O1C(=CC=C1)C(C#N)CC(C=1SC=CC1)=O